C(C)N(C(CC1CCN(CC1)C([C@H](CC1=CC=CC=C1)N1C([C@@H](NCC1)CC(C)C)=O)=O)=O)C(C)C (S)-1-[(S)-2-(4-{2-[N-Ethyl(isopropyl)amino]-2-oxoethyl}-1-piperidyl)-1-benzyl-2-oxoethyl]-3-isobutyl-2-piperazinone